7-chloro-2-(2,6-dioxopiperidin-3-yl)-3-oxoisoindoline-5-carbonitrile ClC=1C=C(C=C2C(N(CC12)C1C(NC(CC1)=O)=O)=O)C#N